O[C@@H]1[C@H](N(CC1)C(=O)OC(C)(C)C)C1=NC(=NO1)C1=CC(=C(C=C1)OCCCC1=CC=C(C=C1)C(F)(F)F)C(F)(F)F tert-butyl (2S,3S)-3-hydroxy-2-(3-(3-(trifluoromethyl)-4-(3-(4-(trifluoromethyl)phenyl)propoxy)phenyl)-1,2,4-oxadiazol-5-yl)pyrrolidine-1-carboxylate